bis(4-(phenanthren-9-yl)phenyl)amine C1=CC=CC=2C3=CC=CC=C3C(=CC12)C1=CC=C(C=C1)NC1=CC=C(C=C1)C=1C2=CC=CC=C2C=2C=CC=CC2C1